1,4-Methylimidazoleacetic acid CN1C=CN=C1CC(=O)O